1-(2-chloro-6-nitro-phenyl)-4-(1-piperidyl)piperidine ClC1=C(C(=CC=C1)[N+](=O)[O-])N1CCC(CC1)N1CCCCC1